N-[7-[4-[4-[(2,6-dioxo-3-piperidyl)amino]phenyl]-1-piperidyl]heptyl]-5-[rac-(2R)-2-(2,5-difluorophenyl)pyrrolidin-1-yl]pyrazolo[1,5-a]pyrimidine-3-carboxamide O=C1NC(CCC1NC1=CC=C(C=C1)C1CCN(CC1)CCCCCCCNC(=O)C=1C=NN2C1N=C(C=C2)N2[C@H](CCC2)C2=C(C=CC(=C2)F)F)=O |r|